NC1=NC=CC=C1C1=NC=2C(=NC(=CC2)C2=C(C(=O)N)C=C(C=C2)F)N1C1=CC=C(C=C1)CN1CCC(CC1)NC1=NC(=NC=C1)C#N 2-(2-(2-aminopyridin-3-yl)-3-(4-((4-((2-cyanopyrimidin-4-yl)amino)piperidin-1-yl)methyl)phenyl)-3H-imidazo[4,5-b]pyridin-5-yl)-5-fluorobenzamide